6-bromo-3-(5-fluoro-2-methylbenzyl)isobenzofuran-1(3H)-one BrC1=CC=C2C(OC(C2=C1)=O)CC1=C(C=CC(=C1)F)C